FC(F)C1=NOC(=C1)C(=O)N (difluoromethyl)isoxazole-5-carboxamide